F[P-](F)(F)(F)(F)F.N1(N=NC2=C1C=CC=C2)O[P+](N2CCCC2)(N2CCCC2)N2CCCC2 (benzotriazol-1-yloxy)-tris(pyrrolidinyl)-phosphonium hexafluorophosphate